CCCCC=1C=C(CNCCCC2=C(C(=O)O)C=CC(=C2)C)C=CC1 [3-(4-butyl)benzylaminopropyl]4-methylbenzoic acid